3,3-dideuteroacrylamide [2H]C(=CC(=O)N)[2H]